C(C)(C)C1=CC2=C(N=C(N=C2NCCS(=O)(=O)NC2=CC=CC=C2)N2CCN(CC2)C)C=N1 2-((6-isopropyl-2-(4-methylpiperazin-1-yl)pyrido[3,4-d]pyrimidin-4-yl)amino)-N-phenylethane-1-sulfonamide